methyl 4-((tert-butoxycarbonyl) (methyl-d3) amino)-2-oxobutanoate C(C)(C)(C)OC(=O)N(CCC(C(=O)OC)=O)C([2H])([2H])[2H]